(3S,10R,13R)-10,13-dimethyl-17-((R)-6-methylheptan-2-yl)-2,3,4,7,8,9,10,11,12,13,14,15,16,17-tetradecahydro-1H-cyclopenta[a]phenanthren-3-yl 4-(bis((s)-2-hydroxydodecyl)amino)butanoate O[C@H](CN(CCCC(=O)O[C@H]1CC[C@@]2(C3CC[C@@]4(C(CCC4C3CC=C2C1)[C@H](C)CCCC(C)C)C)C)C[C@H](CCCCCCCCCC)O)CCCCCCCCCC